1-(4-amino-3-nitrophenyl)guanidine hemi-carbonate C(O)(O)=O.NC1=C(C=C(C=C1)NC(=N)N)[N+](=O)[O-].NC1=C(C=C(C=C1)NC(=N)N)[N+](=O)[O-]